(R)-N-[5-[2-(6-tert-butyl-8-fluoro-1-oxo-phthalazin-2-yl)-3-(hydroxymethyl)-4-pyridinyl]-1-methyl-2-oxo-3-pyridinyl]spiro[2.2]pentane-2-carboxamide C(C)(C)(C)C=1C=C2C=NN(C(C2=C(C1)F)=O)C1=NC=CC(=C1CO)C=1C=C(C(N(C1)C)=O)NC(=O)[C@@H]1CC12CC2